Tert-butyl 5-amino-2-[[4-[1-(2,6-dioxo-3-piperidyl)-3-methyl-2-oxo-benzimidazol-5-yl]-1-piperidyl]methyl]benzoate NC=1C=CC(=C(C(=O)OC(C)(C)C)C1)CN1CCC(CC1)C1=CC2=C(N(C(N2C)=O)C2C(NC(CC2)=O)=O)C=C1